C1(CCC1)OC1=C(C(=O)NS(N(C)C)(=O)=O)C=CC(=C1F)C(=O)N1CC2=C(CC1)C=1C=CC(=C(C1OC2=O)C)N2C[C@@H](N(CC2)C)COC (R)-2-cyclobutoxy-N-(N,N-dimethylsulfamoyl)-3-fluoro-4-(8-(3-(methoxymethyl)-4-methylpiperazin-1-yl)-7-methyl-5-oxo-1,3,4,5-tetrahydro-2H-chromeno[3,4-c]pyridine-3-carbonyl)benzamide